N-quinuclidin-3-yl-benzamide N12CC(C(CC1)CC2)NC(C2=CC=CC=C2)=O